(2S,5S)-4-benzyl-2-(methoxymethyl)-5-methylpiperazine-1-carboxylic acid tert-butyl ester C(C)(C)(C)OC(=O)N1[C@@H](CN([C@H](C1)C)CC1=CC=CC=C1)COC